5-(3-fluoro-4-(3-hydroxy-3-methylbut-1-ynyl)phenoxy)-1H-1,2,3-triazole-4-carboxylic acid FC=1C=C(OC2=C(N=NN2)C(=O)O)C=CC1C#CC(C)(C)O